C1(CCCCC1)N1N=CC=2C1=NC(=NC2NC(=O)C=2SC(=CC2)[N+](=O)[O-])C2=CC=CC=C2F N-(1-cyclohexyl-6-(6-fluorophenyl)-1H-pyrazolo[3,4-d]pyrimidine-4-yl)-5-nitrothiophene-2-carboxamide